N1=CC=C(C2=CC=CC=C12)C=1N(C=CN1)C=1C=C(C(=CC1)N)N 4-(2-(quinolin-4-yl)-1H-imidazol-1-yl)benzene-1,2-diamine